4-(cyclopentylmethoxy)-2-fluoro-5-isopropyl-N-((4-((1-methylazetidin-3-yl)oxy)piperidin-1-yl)sulfonyl)benzamide C1(CCCC1)COC1=CC(=C(C(=O)NS(=O)(=O)N2CCC(CC2)OC2CN(C2)C)C=C1C(C)C)F